NC[C@@H](C(=O)O)N1C(C=CC1=O)=O (S)-3-amino-2-(2,5-dioxo-2,5-dihydro-1H-pyrrol-1-yl)propanoic acid